4-(2-(4-fluorobenzoyl)hydrazino)-N-(4-methoxybenzyl)-4-oxo-N-(3,4,5-trimethoxyphenyl)butanamide FC1=CC=C(C(=O)NNC(CCC(=O)N(C2=CC(=C(C(=C2)OC)OC)OC)CC2=CC=C(C=C2)OC)=O)C=C1